CC1=CN=C(S1)CC(=O)NC1=NNC(=C1)[C@@H]1C[C@@H](CC1)N(C([O-])=O)CCC(F)(F)F (1R,3S)-3-(3-{[(5-methyl-1,3-thiazol-2-yl)acetyl]amino}-1H-pyrazol-5-yl)cyclopentyl(3,3,3-trifluoropropyl)carbamate